N-(2-fluorobenzyl)-2,5-dimethoxy-4-iodo-phenethylamine FC1=C(CNCCC2=C(C=C(C(=C2)OC)I)OC)C=CC=C1